N[C@H]1[C@@H](CC1)O (2r,3r)-3-aminocyclobutan-2-ol